[4-(4-amino-7-ethylpyrrolo[2,1-f][1,2,4]triazin-5-yl)phenyl]-1-(4-fluorophenyl)-2,5-dioxo-1,2,5,6,7,8-hexahydroquinoline-3-carboxamide NC1=NC=NN2C1=C(C=C2CC)C2=CC=C(C=C2)C2=C(C(N(C=1CCCC(C21)=O)C2=CC=C(C=C2)F)=O)C(=O)N